5,6-dimethyl-7-(2-fluoro-4-nitrophenoxy)-pyrazolo[1,5-a]pyrimidine CC1=NC=2N(C(=C1C)OC1=C(C=C(C=C1)[N+](=O)[O-])F)N=CC2